CC1=C(C=C(C=C1)C)C=1C(NC2(C1O)CCC(CC2)OC)=O 3-(2,5-dimethylphenyl)-4-hydroxy-8-methoxy-1-azaspiro[4.5]dec-3-en-2-one